methyl {(2RS)-1-[(2,5-dioxopyrrolidin-1-yl)oxy]-3-methyl-1-oxobutan-2-yl}carbamate O=C1N(C(CC1)=O)OC([C@@H](C(C)C)NC(OC)=O)=O |r|